N-(2-((2-chloro-5-methylpyrimidin-4-yl)amino)phenyl)methanesulfonamide ClC1=NC=C(C(=N1)NC1=C(C=CC=C1)NS(=O)(=O)C)C